2-[4-[(Z)-Hexadec-9-enoyl]oxyphenyl]acetic acid [4-(2-Tert-butoxy-2-oxo-ethyl)phenyl](Z)-hexadec-9-enoate C(C)(C)(C)OC(CC1=CC=C(C=C1)OC(CCCCCCC\C=C/CCCCCC)=O)=O.C(CCCCCCC\C=C/CCCCCC)(=O)OC1=CC=C(C=C1)CC(=O)O